2-(1-methylimidazol-4-yl)-N-[4-[3-(2-pyridyl)-1H-pyrrolo[3,2-b]pyridin-2-yl]-2-pyridyl]acetamide CN1C=NC(=C1)CC(=O)NC1=NC=CC(=C1)C1=C(C2=NC=CC=C2N1)C1=NC=CC=C1